C(C1CO1)(=O)[O-].C[NH+](C)C trimethylammonium glycidate